5-(3,3-dimethyl-2-oxo-1-(pyrimidin-2-ylmethyl)indolin-4-yl)-N-(4-fluorophenyl)-2-(trifluoromethyl)benzamide CC1(C(N(C2=CC=CC(=C12)C=1C=CC(=C(C(=O)NC2=CC=C(C=C2)F)C1)C(F)(F)F)CC1=NC=CC=N1)=O)C